7'-(3-(4-(naphthalen-2-yl)-6-phenyl-1,3,5-triazin-2-yl)pyridin-4-yl)spiro[cyclohexane-1,9'-fluorene]-2'-carbonitrile C1=C(C=CC2=CC=CC=C12)C1=NC(=NC(=N1)C1=CC=CC=C1)C=1C=NC=CC1C1=CC=C2C=3C=CC(=CC3C3(C2=C1)CCCCC3)C#N